ClC=1C(=C2C=NNC2=CC1C)C1=C2C(=C3C(=NC(=NC3=C1)N1CC(CC1)N(C)C)N1CCN(CC1)C(C=C)=O)OCCC2 1-(4-(5-(5-chloro-6-methyl-1H-indazol-4-yl)-8-(3-(dimethylamino)pyrrolidin-1-yl)-3,4-dihydro-2H-pyrano[2,3-f]quinazolin-10-yl)piperazin-1-yl)prop-2-en-1-one